tert-butyl (1S,4S)-5-[3-chloro-5-(trifluoromethyl)-2-pyridyl]-2,5-diazabicyclo[2.2.1]heptane-2-carboxylate ClC=1C(=NC=C(C1)C(F)(F)F)N1[C@@H]2CN([C@H](C1)C2)C(=O)OC(C)(C)C